FC1=C(C=C(C=C1)F)CC(=O)NN1C(C2=CC=CC=C2C(=N1)C1=CC=CC=C1)=O 2-(2,5-difluorophenyl)-N-(1-oxo-4-phenylphthalazin-2(1H)-yl)acetamide